C(#C)C=1C=C(C=CC1F)N1C(=NOC1=O)C1=NON=C1NCC=NS(=O)C 4-(3-ethynyl-4-fluoro-phenyl)-3-[4-[2-(methylsulfinylimino)ethylamino]-1,2,5-oxadiazol-3-yl]-1,2,4-oxadiazol-5-one